ClC=1C(=NC(=NC1)N1C[C@@H](CCC1)N(C)C)NC1=CC=2C3=C(C(N(C2C=C1)C)=O)OCC([C@@H](N3)C3CC3)(F)F (S)-10-((5-Chloro-2-((R)-3-(dimethylamino)piperidin-1-yl)pyrimidin-4-yl)amino)-2-cyclopropyl-3,3-difluoro-7-methyl-1,2,3,4-tetrahydro-[1,4]oxazepino[2,3-c]chinolin-6(7H)-on